3-[4-(bromomethyl)phenyl]-3-(trifluoromethyl)diazepine BrCC1=CC=C(C=C1)C1(N=NC=CC=C1)C(F)(F)F